4-(bromomethyl)-1-ethyl-1H-pyrazole BrCC=1C=NN(C1)CC